C(C)(C)OC(C(CC(C)(C)C)C1=C(C=C(C=C1)OC)F)=O 2-(2-fluoro-4-methoxyphenyl)-4,4-dimethylvaleric acid isopropyl ester